BrC=1C=C(C(=NC1)O[C@H]1C[C@H](N(C1)C=1N=C(N=C2C3=CC=CC=C3OC12)C(F)F)C(=O)O)C1(CCOCC1)F (2S,4S)-4-{[5-bromo-3-(4-fluorooxan-4-yl)pyridin-2-yl]oxy}-1-[4-(difluoromethyl)-8-oxa-3,5-diazatricyclo[7.4.0.02,7]trideca-1(13),2,4,6,9,11-hexaen-6-yl]pyrrolidine-2-carboxylic acid